CC1=CC(=NC=C1)NC=1SC=C(N1)C1=NC=C(C=C1)OCC(F)(F)F N-(4-methylpyridin-2-yl)-4-(5-(2,2,2-trifluoroethoxy)pyridin-2-yl)thiazol-2-amine